C(C)OC(=O)C1=NC(=CC(=C1N)Br)Cl.FC1=C(C(=CC(=C1F)F)F)[B-](C1=C(C(=C(C=C1F)F)F)F)(C1=C(C(=C(C=C1F)F)F)F)C1=C(C(=C(C=C1F)F)F)F.C1(=CC=CC=C1)[PH+](C1=CC=CC=C1)C1=CC=CC=C1 triphenylphosphonium tetrakis-(2,3,4,6-tetrafluorophenyl)borate ethyl-3-amino-4-bromo-6-chloro-pyridine-2-carboxylate